2-(2H-benzotriazole-2-yl)-4-methylphenol N=1N(N=C2C1C=CC=C2)C2=C(C=CC(=C2)C)O